3-methyl-1-(8-piperazin-1-yl-4-isoquinolinyl)hexahydropyrimidine-2,4-dione CN1C(N(CCC1=O)C1=CN=CC2=C(C=CC=C12)N1CCNCC1)=O